FC(N1N=CC(=C1)C1=NN=C(O1)C(=O)N1[C@@H](C2=C(CC1)NC=N2)C2=NN1C(C=CC=C1C(F)F)=C2)F (S)-(5-(1-(difluoromethyl)-1H-pyrazol-4-yl)-1,3,4-oxadiazol-2-yl)(4-(7-(difluoromethyl)pyrazolo[1,5-a]pyridin-2-yl)-6,7-dihydro-1H-imidazo[4,5-c]pyridin-5(4H)-yl)methanone